N-[2-chloro-6-cyclopropoxy-4-(trifluoromethyl)phenyl]-2-[2-(1,3-dihydro-2-benzofuran-5-yl)-5-ethyl-7-oxo-6-(piperazin-1-yl)-[1,2,4]triazolo[1,5-a]pyrimidin-4-yl]acetamide ClC1=C(C(=CC(=C1)C(F)(F)F)OC1CC1)NC(CN1C=2N(C(C(=C1CC)N1CCNCC1)=O)N=C(N2)C2=CC1=C(COC1)C=C2)=O